N-(5-bromo-4-chloro-2,3-dihydro-1H-inden-2-yl)-N-methylcarbamic acid tert-butyl ester C(C)(C)(C)OC(N(C)C1CC2=CC=C(C(=C2C1)Cl)Br)=O